4-bromo-6-hydroxy-1,3-dihydroisoindole-2-carboxylic acid tert-butyl ester C(C)(C)(C)OC(=O)N1CC2=CC(=CC(=C2C1)Br)O